(S)-4-(4-fluorobenzyl)-N-(7-(3-hydroxy-3-methylbut-1-yn-1-yl)-5-methyl-4-oxo-2,3,4,5-tetrahydrobenzo[b][1,4]oxazepin-3-yl)pyridineamide FC1=CC=C(CC2=CC(=NC=C2)C(=O)N[C@@H]2C(N(C3=C(OC2)C=CC(=C3)C#CC(C)(C)O)C)=O)C=C1